ClC1=C(C=CC=C1C1=C(C(=NC=C1)C1=CC(=C(C=C1)CNC1CC(C1)(C)O)OC)Cl)C1=CC=C(C(=N1)OC)CN1CC2(C1)CNC(C2)=O 2-((6-(2-chloro-3-(3-chloro-2-(4-((((1s,3s)-3-hydroxy-3-methylcyclobutyl)amino)methyl)-3-methoxyphenyl)pyridin-4-yl)phenyl)-2-methoxypyridin-3-yl)methyl)-2,6-diazaspiro[3.4]octan-7-one